FC=1C=CC(=NC1)NC1=C(C(=O)NC)C(=CC=N1)NC1=CSC2=C1C(N(C=C2)C)=O ((5-Fluoropyridin-2-yl)amino)-N-methyl-4-((5-methyl-4-oxo-4,5-dihydrothieno[3,2-c]pyridin-3-yl)amino)nicotinamide